ClC1=C(SC=C1)C(=O)N1CCN(CC1)C1=C(C=CC=C1)N(S(=O)(=O)C=1C=CC2=C(C(=C(O2)C(=O)O)C)C1)CCC1=CC=CC=C1 5-(N-(2-(4-(3-chlorothiophene-2-carbonyl)piperazin-1-yl)phenyl)-N-phenethylsulfamoyl)-3-methyl-benzofuran-2-carboxylic acid